C[C@H]1[C@@H]([C@@H](C[C@H](O1)O[C@H]2[C@H]3C(=O)N[C@@H](C4=C(C(=CC(=C4)O)O[C@H]5[C@H]([C@H]([C@@H]([C@H](O5)CO)O)O)O)C6=C(C=CC(=C6)[C@H](C(=O)N3)NC(=O)[C@H]7C8=CC(=C(C(=C8)OC9=CC=C2C=C9)O[C@H]1[C@@H]([C@H]([C@@H]([C@H](O1)COC1[C@@H]([C@@H]([C@H]([C@@H](O1)C)O)O)O)O)O)O[C@H]1[C@@H]([C@@H]([C@H]([C@@H](O1)CO)O)O)O[C@H]1[C@H]([C@@H]([C@@H](CO1)O)O)O)OC1=CC=C(C=C1)[C@H]([C@@H]1C(=O)N[C@@H](C2=CC(=C(C(=C2)OC2=C(C=CC(=C2)[C@H](C(=O)N1)N)O)C)O)C(=O)N7)O)O)C(=O)OC)N)O The molecule is a heterodetic cyclic peptide that is produced by species of Amycolatopsis and Nocardia. It has a role as an antibacterial drug, a platelet-activating factor receptor agonist, a bacterial metabolite and an antimicrobial agent. It is a tetrasaccharide derivative, a macrocycle, a heterodetic cyclic peptide and a glycopeptide.